ClC(=O)OC1=CC=C(C=C1)F 4-fluorophenyl chloroformate